C[SiH](CCCC1=C(C(=C(C(=C1F)F)F)F)F)C dimethyl-[3-(2,3,4,5,6-pentafluorophenyl)propyl]silane